C(C)OC(CCCC1C(OC1=O)=CCCCC(=O)[O-])=O 5-(3-(4-ethoxy-4-oxobutyl)-4-oxooxetan-2-ylidene)pentanoate